OCCCN1C(N(C2=C1C=CC=C2)N2C(CCCC2=O)=O)=O (3-(3-hydroxypropyl)-2-oxo-2,3-dihydro-1H-benzo[d]imidazol-1-yl)piperidine-2,6-dione